[1,3-bis(2,4,6-trimethylphenyl)-4-[(trimethylammonio)methyl]imidazolidin-2-ylidene]-(2-isopropoxy-5-nitrobenzylidene)ruthenium (II) dichloride chloride CC1=C(C(=CC(=C1)C)C)N1C(N(C(C1)C[N+](C)(C)C)C1=C(C=C(C=C1C)C)C)=[Ru-5](=CC1=C(C=CC(=C1)[N+](=O)[O-])OC(C)C)(Cl)(Cl)Cl